2-oxabicyclo[2.2.1]heptane-4-carboxylic acid C12OCC(CC1)(C2)C(=O)O